O1CC(C1)CC=O 2-(oxetan-3-yl)ethan-1-one